C(CCC)(=O)O.C(C)N1CCOCC1 N-ethylmorpholine butyrate